(2S)-2-(3-(1H-indol-4-oxymethyl)benzyl)amino-propionamide N1C=CC=2C(=CC=CC12)OCC=1C=C(CN[C@H](C(=O)N)C)C=CC1